2-(2-fluoro-3-methyl-phenyl)-4-[[5-(4-hydroxy-1-piperidyl)-2-pyridyl]amino]-6H-1,6-naphthyridin-5-one FC1=C(C=CC=C1C)C1=NC=2C=CNC(C2C(=C1)NC1=NC=C(C=C1)N1CCC(CC1)O)=O